CNC1=CC=C2C=CC(=NC2=C1)N N7-methylquinoline-2,7-diamine